1-carboxyethoxy sulfate S(=O)(=O)(OOC(C)C(=O)O)[O-]